NC1=NN2C(C=C(C=C2)C=2C(=C(C(=O)NCCC(O)C3=C(C=C(C=C3)Cl)OC)C(=CC2)C)F)=N1 3-(2-amino-[1,2,4]triazolo[1,5-a]pyridin-7-yl)-N-(3-(4-chloro-2-methoxyphenyl)-3-hydroxypropyl)-2-fluoro-6-methylbenzamide